N-methyl-N-(naphthalen-1-yl)-8-nitro-[1,2,4]triazolo[4,3-a]quinazolin-5-amine CN(C1=NC=2N(C3=CC(=CC=C13)[N+](=O)[O-])C=NN2)C2=CC=CC1=CC=CC=C21